1-(3-chloro-2-piperazin-1-yl-6-quinolyl)pyrrolidin ClC=1C(=NC2=CC=C(C=C2C1)N1CCCC1)N1CCNCC1